4-(4-((1-(7-amino-2-(furan-2-yl)-[1,2,4]triazolo[1,5-a][1,3,5]triazine-5-yl)piperidin-3-yl)methyl)piperazin-1-yl)benzenesulfonamide NC1=NC(=NC=2N1N=C(N2)C=2OC=CC2)N2CC(CCC2)CN2CCN(CC2)C2=CC=C(C=C2)S(=O)(=O)N